(S)-2-(6-chloro-8-cyanoimidazo[1,2-a]pyridin-2-yl)-N-(3-cyclopropyl-2H-pyrazol-5-yl)propanamide ClC=1C=C(C=2N(C1)C=C(N2)[C@@H](C(=O)NC=2C=C(NN2)C2CC2)C)C#N